N-methyl-N'-[4-(2-{3-[2-oxo-2-(pyrrolidin-1-yl)ethoxy]propyl}phenyl)butyl]ethanediamide CNC(C(=O)NCCCCC1=C(C=CC=C1)CCCOCC(N1CCCC1)=O)=O